N1(CCOCC1)C=1C=CC(=NC1)N1N=CN=C1[C@H](C)NC(C1=CC(=CC(=C1)C(F)(F)F)C(F)(F)F)=O N-[(1S)-1-{1-[5-(morpholin-4-yl)pyridin-2-yl]-1H-1,2,4-triazol-5-yl}ethyl]-3,5-bis(trifluoromethyl)benzamide